3-amino-1-(2-pyridyl)piperidin-2-one Propyl-6-((2-(1-(N-(2-(dinonylamino)ethyl)-N-nonylglycyl)piperidin-4-yl)ethyl)(nonyl)amino)hexanoate C(CC)OC(CCCCCN(CCCCCCCCC)CCC1CCN(CC1)C(CN(CCCCCCCCC)CCN(CCCCCCCCC)CCCCCCCCC)=O)=O.NC1C(N(CCC1)C1=NC=CC=C1)=O